N-[3-chloro-2-fluoro-4-(2-oxabicyclo[2.1.1]hexan-1-ylmethoxy)phenyl]-6-[(1S,4S)-2,5-diazabicyclo[2.2.1]heptan-2-yl]pyrido[3,2-d]pyrimidin-4-amine ClC=1C(=C(C=CC1OCC12OCC(C1)C2)NC=2C1=C(N=CN2)C=CC(=N1)N1[C@@H]2CN[C@H](C1)C2)F